COC1=C(C=C2C[C@H]3C4=C(C2=C1)C(=C(C=C4CCN3)O)OC)O The molecule is an aporphine alkaloid that is noraporphine substituted by hydroxy groups at positions 2 and 9 and methoxy groups at positions 1 and 10. Isolated from Litsea glutinosa and Lindera chunii, exhibits inhibitory activity against HIV-1 integrase. It has a role as a metabolite and a HIV-1 integrase inhibitor. It is a member of phenols, an aromatic ether and an aporphine alkaloid. It derives from an aporphine.